ClC(C#N)C=O chloro(formyl)acetonitrile